FC1(OC2=C(O1)C=C(C(=C2)C(=O)C2=CC(=C(C=C2)C)C)[N+](=O)[O-])F (2,2-difluoro-6-nitrobenzo[d][1,3]dioxol-5-yl)(3,4-dimethylphenyl)methanone